C=1OC=C2C(=CC=CC12)C(=O)O isobenzofuran-4-carboxylic acid